C(C(CC(C)=O)=O)[Al](CC(CC(C)=O)=O)CC(CC(C)=O)=O tris(2,4-pentanedionyl)aluminum (III)